COCCOC.[La] lanthanum 1,2-dimethoxyethane